[7-(pyridin-2-yl)heptyl]isoindole-1,3-dione N1=C(C=CC=C1)CCCCCCCC1=C2C(NC(C2=CC=C1)=O)=O